Zirconium(IV) dibutoxide [O-]CCCC.[O-]CCCC.[Zr+4]